3-oxocyclohexane-1-carbonitrile O=C1CC(CCC1)C#N